Cl.N[C@@H](CS)C(=O)O cysteine hydrochloride